CC1=CC=C(C=C1)S(=O)(=O)OC=1C=C(C=CC1)NC(N)=O N'-(3-(p-toluenesulfonyloxy)phenyl)urea